BrC(CC)S(=O)(=O)[O-] bromopropanesulfonate